1-((2R,3R,4R,5R)-4-hydroxy-5-(hydroxymethyl)-3-methoxytetrahydrofuran-2-yl)pyrimidine-2,4(1H,3H)-dione O[C@H]1[C@H]([C@@H](O[C@@H]1CO)N1C(NC(C=C1)=O)=O)OC